(1R,2S,3R,5S)-3-(4-(Methylamino)-7H-pyrrolo[2,3-d]pyrimidin-7-yl)-5-(((2-(phenethylamino)ethyl)sulfonyl)methyl)cyclopentane-1,2-diol CNC=1C2=C(N=CN1)N(C=C2)[C@H]2[C@@H]([C@@H]([C@H](C2)CS(=O)(=O)CCNCCC2=CC=CC=C2)O)O